(hydroxymethyl)-4-methyl-1,3-dioxane OCC1OCCC(O1)C